3-ethylpiperidin-2-one C(C)C1C(NCCC1)=O